C(C)(C)(C)OC(=O)N1CCC(CC1)C(=O)C=1C=C2C(N([C@](C2=C(C1)F)(C1=CC=C(C=C1)Cl)OCC1(CC1)C(N)=O)CC1=NC=C(C=C1)Cl)=O (R)-4-(1-((1-carbamoylcyclopropyl)methoxy)-1-(4-chlorophenyl)-2-((5-chloropyridin-2-yl)methyl)-7-fluoro-3-oxoisoindoline-5-carbonyl)piperidine-1-carboxylic acid tert-butyl ester